5-(2-chloroethyl)-4-methyl-N-(pyridin-3-yl)thiazol-2-amine ClCCC1=C(N=C(S1)NC=1C=NC=CC1)C